OCC=1C=C(C=C(C1)CO)N=NC(C#N)(C#N)C 3,5-dihydroxymethylphenylazo-2-methylpropanedinitrile